The molecule is the hydrochloride salt of erlotinib. It has a role as a protein kinase inhibitor and an antineoplastic agent. It is a hydrochloride and a terminal acetylenic compound. It contains an erlotinib. [H+].COCCOC1=C(C=C2C(=C1)C(=NC=N2)NC3=CC=CC(=C3)C#C)OCCOC.[Cl-]